4-(((R)-1-(3-(1,1-difluoro-2-hydroxy-2-methylpropyl)-2-fluorophenyl)ethyl)amino)-6-(methoxymethyl)-2,6,8-trimethyl-6,8-dihydro-7H-pyrrolo[3,2-g]quinazolin-7-one FC(C(C)(C)O)(F)C=1C(=C(C=CC1)[C@@H](C)NC1=NC(=NC2=CC3=C(C=C12)C(C(N3C)=O)(C)COC)C)F